Butyl (4,4-difluorocyclohexyl)(5-hydroxypentyl)carbamate FC1(CCC(CC1)N(C(OCCCC)=O)CCCCCO)F